6-(acetyl-(2,6-dimethylphenyl)carbamoyl)-2-((2,6-dimethylphenyl)amino)-3-methylbenzoic acid ethyl ester C(C)OC(C1=C(C(=CC=C1C(N(C1=C(C=CC=C1C)C)C(C)=O)=O)C)NC1=C(C=CC=C1C)C)=O